2-[(2-methoxyethoxy)methyl]Phenylboronic acid COCCOCC1=C(C=CC=C1)B(O)O